(octylamino)pyrimidine-2,4(1H,3H)-dione C(CCCCCCC)NN1C(NC(C=C1)=O)=O